C(C=C)(=O)OCCC(C(C(C(C(C(C(C(C(C(C(C(F)(F)F)(F)F)(F)F)(F)F)(F)F)(F)F)(F)F)(F)F)(F)F)(F)F)(F)F)(F)F 3,3,4,4,5,5,6,6,7,7,8,8,9,9,10,10,11,11,12,12,13,13,14,14,14-pentacosafluorotetradecyl acrylate